adenylyl-(3'→5')-3'-guanylic acid [C@@H]1([C@H](O)[C@H](OP(=O)(O)OC[C@@H]2[C@H]([C@H]([C@@H](O2)N2C=NC=3C(=O)NC(N)=NC23)O)OP(=O)(O)O)[C@@H](CO)O1)N1C=NC=2C(N)=NC=NC12